(R)-6-(8-amino-5,6,7,8-tetrahydroisoquinolin-4-yl)-1-methyl-3,4-dihydroquinolin-2(1H)-one N[C@@H]1CCCC=2C(=CN=CC12)C=1C=C2CCC(N(C2=CC1)C)=O